6-[4-Fluoro-2-(1,2,3,6-tetrahydropyridin-4-yl)-1,3-benzothiazol-6-yl]-2,8-dimethylimidazo[1,2-a]pyrazin FC1=CC(=CC2=C1N=C(S2)C=2CCNCC2)C=2N=C(C=1N(C2)C=C(N1)C)C